C(C=C)[SiH](CCCC)CCCC allyl-di(n-butyl)silane